2-fluoro-6-(4-(methoxycarbonyl)phenyl)-7-azaspiro[3.5]nonane-7-carboxylic acid tert-butyl ester C(C)(C)(C)OC(=O)N1C(CC2(CC(C2)F)CC1)C1=CC=C(C=C1)C(=O)OC